methyl 5-iodo-2-methoxybenzoate IC=1C=CC(=C(C(=O)OC)C1)OC